BrC1=CC=CC2=C1COCCN2C2=NC=1N(C3=CC=C(C(=C23)F)F)C(=NN1)C 6-bromo-1-(6,7-difluoro-1-methyl-[1,2,4]triazolo[4,3-a]quinazolin-5-yl)-3,5-dihydro-2H-4,1-benzoxazepine